COC1=C(C=C2C=CC(=NC2=C1)C)C1=CN=C(O1)[C@H](CCCCCC(CC)=O)NC(=O)[C@H]1CC12CCN(CC2)C (1S)-N-{(1S)-1-[5-(7-methoxy-2-methylquinolin-6-yl)-1,3-oxazol-2-yl]-7-oxononyl}-6-methyl-6-azaspiro[2.5]octane-1-carboxamide